CC1(CN(C1)CC(=O)NC=1C=C(C(=NC1)C)NC(=O)C=1N=NN2C1C=CC(=C2)C=2C(=NNC2)C)C N-(5-(2-(3,3-dimethylazetidin-1-yl)acetamido)-2-methylpyridin-3-yl)-6-(3-methyl-1H-pyrazol-4-yl)-[1,2,3]triazolo[1,5-a]pyridine-3-carboxamide